FC1=CC=C2C(=NNC2=C1)C1CCNCC1 6-fluoro-3-(4-piperidinyl)-1H-indazole